N2-(2-phenyl[1,2,4]triazolo[1,5-c]quinazolin-5-yl)-D-serinamide C1(=CC=CC=C1)C1=NN2C(=NC=3C=CC=CC3C2=N1)N[C@H](CO)C(=O)N